tert-butyl N-(2-hydroxy ethyl)carbamate OCCNC(OC(C)(C)C)=O